4-(2-methoxy-1-methyl-2-oxoethyl)phenoxyl-3-pyridinecarboxylic acid COC(C(C)C1=CC=C(OC2=NC=CC=C2C(=O)O)C=C1)=O